(2S)-2-[2-(1,1-difluoropropyl)-4-ethynylphenoxy]propanoic acid FC(CC)(F)C1=C(O[C@H](C(=O)O)C)C=CC(=C1)C#C